FC(CCC1=NN=C(S1)C(=O)NCC(F)(F)F)CN1N=NC(=C1)C(NCC=1C=NC=C(C1)C(F)(F)F)=O 5-{3-fluoro-4-[4-({[5-(trifluoromethyl)pyridin-3-yl]methyl}carbamoyl)-1H-1,2,3-triazol-1-yl]butyl}-N-(2,2,2-trifluoroethyl)-1,3,4-thiadiazole-2-carboxamide